COC1=CC=C(CN2C(=NC3=NC=CC=C32)N[C@@H]3C[C@H](CC3)NC3=CC=C(C=N3)N3C(C=CC=C3)=O)C=C1 6'-(((1S,3S)-3-((1-(4-methoxybenzyl)-1H-imidazo[4,5-b]pyridin-2-yl)amino)cyclopentyl)amino)-2H-[1,3'-bipyridin]-2-one